2-chlorothiazole-5-carbaldehyde ClC=1SC(=CN1)C=O